((2-(4-cyano-2,6-difluorophenyl)-7-methylimidazo[1,2-a]pyridin-3-yl) methyl) morpholine-4-carboxylate N1(CCOCC1)C(=O)OCC1=C(N=C2N1C=CC(=C2)C)C2=C(C=C(C=C2F)C#N)F